3-((4-(3-cyclobutylphenyl)-5-fluoropyrimidin-2-yl)amino)cyclohexane-1-carboxylate C1(CCC1)C=1C=C(C=CC1)C1=NC(=NC=C1F)NC1CC(CCC1)C(=O)[O-]